C(C1=CC=CC=C1)(=O)N1CCC2(C(N(C(N2C)=O)CC2CCCCC2)=O)CC1 8-benzoyl-3-(cyclohexylmethyl)-1-methyl-1,3,8-triazaspiro[4.5]decane-2,4-dione